(2-hydroxyethoxy) phosphonate P(OOCCO)([O-])=O